8-Hydroxytricyclo[5.2.1.02,6]dec-3-ene OC1C2C3CC=CC3C(C1)C2